4'-Phenyl-acetophenone C1(=CC=CC=C1)C1=CC=C(C=C1)C(C)=O